BrC1=CC2=C(OC3=C2C=CC=C3)C=C1 2-bromodibenzo[b,d]furan